NC=1SC(=C(N1)C1=CC=C(C=C1)CC)C 2-amino-4-(4-ethylphenyl)-5-methylthiazole